C(C1=CC=CC=C1)N(C(CS)CCS)CC1=CC=CC=C1 2-(Dibenzylamino)butane-1,4-dithiol